ClC1=NC=C(C(=N1)OCC1=CC=C(C=C1)C=1N(C=C(N1)C(F)(F)F)C)C1COCC1 2-chloro-4-[[4-[1-methyl-4-(trifluoromethyl)imidazol-2-yl]phenyl]methoxy]-5-tetrahydrofuran-3-yl-pyrimidine